2-(trans-4-aminocyclohexyl)-5-bromo-N4-(2-(isopropylsulfonyl)phenyl)pyrimidine-2,4-diamine N[C@@H]1CC[C@H](CC1)C1(NC=C(C(=N1)NC1=C(C=CC=C1)S(=O)(=O)C(C)C)Br)N